2-(1H-imidazol-1-yl)-N-phenyl-5H-pyrrolo[3,2-d]pyrimidine-4-carboxamide N1(C=NC=C1)C=1N=C(C2=C(N1)C=CN2)C(=O)NC2=CC=CC=C2